3-(2-hydroxypropan-2-yl)-4-methylpiperazine-1-carboxylic acid tert-butyl ester C(C)(C)(C)OC(=O)N1CC(N(CC1)C)C(C)(C)O